N\C(\C(=O)OCC)=N/NC(C(CCCl)C1=C(C=CC=C1)F)=O (Z)-ethyl 2-amino-2-(2-(4-chloro-2-(2-fluorophenyl)butanoyl)hydrazono)acetate